OC1=CC=C(C=C1)[S+](C)CC1=CC=CC=C1 4-hydroxyphenylbenzylmethylsulfonium